ClC1N(CCNC1)C1=C(C=CC=2OCCOC21)O 5-(2-chloropiperazin-1-yl)-6-hydroxy-2,3-dihydro-1,4-benzodioxine